aminosilane nitrogen [N].N[SiH3]